2-(3-methoxy-4-(2-oxo-2-((4-(trifluoromethyl)phenyl)amino)ethoxy)phenyl)-2-oxoacetamide COC=1C=C(C=CC1OCC(NC1=CC=C(C=C1)C(F)(F)F)=O)C(C(=O)N)=O